4-[[(7R)-1-[2-[(1S)-1-(2,2-difluoro-1,3-benzodioxol-5-yl)ethoxy]-4-pyridinyl]-5-methyl-3-(trifluoromethyl)-6,7-dihydro-4H-pyrazolo[4,3-c]pyridin-7-yl]oxy]benzoic acid FC1(OC2=C(O1)C=CC(=C2)[C@H](C)OC2=NC=CC(=C2)N2N=C(C=1CN(C[C@H](C12)OC1=CC=C(C(=O)O)C=C1)C)C(F)(F)F)F